C(#C)C=1C=C(C(=O)NC2(CC2)CC2CCC(CC2)C2=CC=NC3=CC=C(C=C23)F)C=CC1 3-ethynyl-N-(1-(((1s,4s)-4-(6-fluoroquinolin-4-yl)cyclohexyl)methyl)cyclopropyl)benzamide